C1(=CC=CC=C1)C1CNC(=C1N=NC1=CC=C(C=C1)OCC)C1=CC=CC=C1 3-phenyl-4-(p-ethoxyphenyl-diazenyl)-5-phenyl-2,3-dihydropyrrole